4,4'-butylidenebis(6-tertiary butyl-m-cresol) C(CCC)(C=1C(=CC(=C(C1)C(C)(C)C)O)C)C=1C(=CC(=C(C1)C(C)(C)C)O)C